BrCC(=O)N1[C@@H](C[C@@H](C1)F)C#N (2S,4S)-1-(2-Bromoacetyl)-4-fluoro-2-cyano-pyrrolidine